1-(3-ethoxy-butyl)-3-methylimidazolium C(C)OC(CCN1C=[N+](C=C1)C)C